(S)- or (R)-N-(1-(1-cyclopropylethyl)-1H-pyrazol-4-yl)-2-(1H-pyrazol-4-yl)thiazole-4-carboxamide C1(CC1)[C@H](C)N1N=CC(=C1)NC(=O)C=1N=C(SC1)C=1C=NNC1 |o1:3|